4-chloro-3-[(2R)-4,4-difluoro-2-(1-fluoroethyl)pyrrolidin-1-yl]-1-(p-tolylsulfonyl)indazole ClC1=C2C(=NN(C2=CC=C1)S(=O)(=O)C1=CC=C(C=C1)C)N1[C@H](CC(C1)(F)F)C(C)F